1-ethynyl-1-cyclohexanol dimethyl-maleate C/C(=C(/C(=O)O)\C)/C(=O)O.C(#C)C1(CCCCC1)O